((2-(allyloxy)-4,5-dichlorophenyl)(1-(2,2-difluoroethyl)piperidin-4-yl)methyl)-2-methylpropane-2-sulfinamide C(C=C)OC1=C(C=C(C(=C1)Cl)Cl)C(C1CCN(CC1)CC(F)F)CC(C)(S(=O)N)C